C1(=CC=C(C=C1)C1=CCCNC1)C1=CC=CC=C1 5-([1,1'-biphenyl]-4-yl)-1,2,3,6-tetrahydropyridine